FC(C(=O)O)(F)F.BrC=1C=C(SC1)C(CC#N)N1N=CC(=C1)C=1C2=C(N=CN1)NC=C2 3-(4-bromo-2-thienyl)-3-[4-(7H-pyrrolo[2,3-d]pyrimidin-4-yl)-1H-pyrazol-1-yl]propanenitrile trifluoroacetate